BrC=1C(=C(C=C(C1F)Cl)C(C(=O)NC(C)C1=NC=CN=C1Cl)C)OC(C)C 2-(3-bromo-5-chloro-4-fluoro-2-isopropoxyphenyl)-N-(1-(3-chloropyrazin-2-yl)ethyl)propionylAmine